8-(azetidin-3-ylmethoxy)-3-chloroisoquinoline N1CC(C1)COC=1C=CC=C2C=C(N=CC12)Cl